sodium salicylate sodium valproate C(C(CCC)CCC)(=O)[O-].[Na+].C(C=1C(O)=CC=CC1)(=O)[O-].[Na+]